tert-Butyl (2S,5R)-2,5-dimethyl-4-(3-(trifluoromethyl)benzoyl)piperazine-1-carboxylate C[C@@H]1N(C[C@H](N(C1)C(C1=CC(=CC=C1)C(F)(F)F)=O)C)C(=O)OC(C)(C)C